(S)-7-(1-cyclopropylethoxy)-N-(6-(difluoromethyl)pyridin-2-yl)-2-(1-methyl-2-oxabicyclo[2.1.1]hex-4-yl)imidazo[1,2-a]pyridine-6-carboxamide C1(CC1)[C@H](C)OC1=CC=2N(C=C1C(=O)NC1=NC(=CC=C1)C(F)F)C=C(N2)C21COC(C2)(C1)C